7-(azetidin-3-yl)-5-(3-chlorophenyl)-3-[2-(3-fluoro-3-methyl-azetidin-1-yl)-2-oxo-ethyl]pyrrolo[2,1-f][1,2,4]triazin-4-one N1CC(C1)C1=CC(=C2C(N(C=NN21)CC(=O)N2CC(C2)(C)F)=O)C2=CC(=CC=C2)Cl